methyl 5-(N-(4-(1,1,1,3,3,3-hexafluoro-2-hydroxypropan-2-yl)phenyl)morpholine-4-carboxamido)pentanoate FC(C(C(F)(F)F)(O)C1=CC=C(C=C1)N(C(=O)N1CCOCC1)CCCCC(=O)OC)(F)F